BrC1=CC=C(C=C1)COC 1-bromo-4-(methoxymethyl)benzene